BrC1=CC=C2C(=N1)NC(=C2)C2=NC1=C(N2C2CC2)C(=CC(=C1)C(=O)OC)OC methyl 2-(6-bromo-1H-pyrrolo[2,3-b]pyridin-2-yl)-1-cyclopropyl-7-methoxy-1H-benzo[d]imidazole-5-carboxylate